C(CCCCCCCCCCCCCCCCC)(=O)OC[C@@H](OC(CCCCCCCCCCCCCCCCC)=O)COP(=O)(O)O.C(C)(C)C1=C(C(=CC(=C1)C(C)C)C(C)C)C1=CC=CC=C1 2',4',6'-triisopropyl-biphenyl 1,2-distearoyl-sn-glycero-3-phosphate